C(C)OC=1C=C(C=C(C1C)OCC)CC 1-(3,5-diethoxy-4-methylphenyl)ethane